4-(isoquinolin-7-yloxy)-1H-1,2,3-triazole-5-carboxylic acid 2,2,2-trifluoroacetate FC(C(=O)O)(F)F.C1=NC=CC2=CC=C(C=C12)OC=1N=NNC1C(=O)O